1-(4-(6-chloro-2-((dimethyl-phosphoryl)methyl)-8-fluoro-7-(2-fluoro-6-hydroxyphenyl)quinazolin-4-yl)piperazin-1-yl)prop-2-en-1-one ClC=1C=C2C(=NC(=NC2=C(C1C1=C(C=CC=C1O)F)F)CP(=O)(C)C)N1CCN(CC1)C(C=C)=O